N1=C(C=NC=C1)CC(C(=O)N)C (pyrazin-2-ylmethyl)propionamide